C(C1=CC=CC=C1)OC(=O)N1CC2=C(CCC1)C(=NC(=N2)S(=O)C)N2CCN(CC2)C(=O)OC(C)(C)C.BrC=2C=CC(=NC2)C(=O)N[C@H]2COCC2 (R)-5-bromo-N-(tetrahydrofuran-3-yl)pyridineamide benzyl-4-(4-(tert-butyloxycarbonyl)piperazin-1-yl)-2-(methylsulfinyl)-5,6,7,9-tetrahydro-8H-pyrimido[4,5-c]azepine-8-carboxylate